NC1=NC(=CC(=N1)C=1C=C(C#N)C=CC1)C=1N=NN(C1)CC1=C(C=C(C=C1)F)F m-(2-amino-6-{1-[(2,4-difluorophenyl)methyl]-1H-1,2,3-triazol-4-yl}-4-pyrimidinyl)benzonitrile